tripropyl-2-chloro-3-hydroxypropyl-ammonium hydroxide [OH-].C(CC)[N+](CC(CO)Cl)(CCC)CCC